FC=1C=C2C(=C(NC2=C(C1)F)C1=CC=C(C=C1)F)CCN(C(OCC1=CC=CC=C1)=O)C Benzyl (2-(5,7-difluoro-2-(4-fluorophenyl)-1H-indol-3-yl)ethyl)(methyl)carbamate